2,2'-ethylenebis(2,4-di-tert-butylphenol) C(CC1(C(C=CC(=C1)C(C)(C)C)O)C(C)(C)C)C1(C(C=CC(=C1)C(C)(C)C)O)C(C)(C)C